2-[3-[6-(3-cyano-5-methyl-pyrazol-1-yl)-5-(difluoromethyl)-2-pyridyl]-6-[(6-methylpyridazin-3-yl)amino]benzimidazol-5-yl]oxy-N,N-dimethyl-acetamide C(#N)C1=NN(C(=C1)C)C1=C(C=CC(=N1)N1C=NC2=C1C=C(C(=C2)NC=2N=NC(=CC2)C)OCC(=O)N(C)C)C(F)F